N-[3-(tert.-Butylamino)-1,1-dimethyl-3-oxopropyl]-4-[[2-(5-chloro-2-hydroxyphenyl)acetyl]amino]pyridin C(C)(C)(C)NC(CC(C)(C)N1CC=C(C=C1)NC(CC1=C(C=CC(=C1)Cl)O)=O)=O